FC=1C=C(\C=N\NC(=O)OC(C)(C)C)C=C(C1)F (E)-tert-Butyl 2-(3,5-difluorobenzylidene)hydrazinecarboxylate